FC1=CC=C(CNC(C2=CC(=C(C=C2)N2CCN(CCC2)C)NS(=O)(=O)C2=CC=C(C=C2)C)=O)C=C1 N-(4-fluorobenzyl)-3-((4-methylphenyl)sulphonamido)-4-(4-methyl-1,4-diazepan-1-yl)benzamide